6-(methylthio)-1,2-dihydro-3H-pyrazolo[3,4-d]Pyridin-3-one CSC1=NC=C2C(=C1)NNC2=O